1,4,5,8-tetrachloro-2,6-naphthalenedicarboxylic acid dimethyl ester COC(=O)C1=C(C2=C(C=C(C(=C2C(=C1)Cl)Cl)C(=O)OC)Cl)Cl